(2-(1,3-dioxoisoindolin-2-yl)-1-phenylethyl)malononitrile O=C1N(C(C2=CC=CC=C12)=O)CC(C1=CC=CC=C1)C(C#N)C#N